hydroxyethyl-iminodiacetic acid disodium salt [Na+].[Na+].OCCC(C(=O)[O-])NCC(=O)[O-]